FC1=CC=C(C=C1)C=1N=C(OC1C=1C2=C(N=CN1)OC(=C2)C2=CC=CC=C2)CCC(=O)O 3-[4-(4-fluorophenyl)-5-{6-phenylfuro[2,3-d]pyrimidin-4-yl}-1,3-oxazol-2-yl]propanoic acid